N,N-dimethyl-4-(2-(2-methylpyridin-4-yl)-1H-indol-5-yl)pyridin-2-amine CN(C1=NC=CC(=C1)C=1C=C2C=C(NC2=CC1)C1=CC(=NC=C1)C)C